COC1=CC=C(C(=O)C=2NC3=CC=CC=C3C2CCC(=O)O)C=C1.C12(CC3CC(CC(C1)C3)C2)C(=O)N ((3S,5S,7S)-adamantane-1-carboxamide) 3-(2-(4-methoxybenzoyl)-1H-indol-3-yl)propanoate